1-[4-(benzyloxy)phenyl]-4,4,4-trifluoro-3-hydroxybut-2-en-1-one C(C1=CC=CC=C1)OC1=CC=C(C=C1)C(C=C(C(F)(F)F)O)=O